CCCCCC[C@@H]([C@@H](C)O)N1C=NC2=C(N=CN=C21)N.Cl The molecule is a hydrochloride salt obtained by reaction of (2R,3S)-EHNA with one equivalent of hydrochloric acid. Selective inhibitor of cGMP-stimulated phosphodiesterase (PDE2) (IC50 = 0.8 - 4 mM). Also a potent inhibitor of adenosine deaminase. It has a role as an EC 3.1.4.* (phosphoric diester hydrolase) inhibitor and an EC 3.5.4.4 (adenosine deaminase) inhibitor. It contains a (2R,3S)-EHNA(1+).